2-{6-[(3R,5S)-3,5-dimethylpiperazin-1-yl]Pyridazin-3-yl}-5-[(6-methylpyridin-3-yl)amino]Pyridine-3-ol dihydrochloride Cl.Cl.C[C@@H]1CN(C[C@@H](N1)C)C1=CC=C(N=N1)C1=NC=C(C=C1O)NC=1C=NC(=CC1)C